OC(CNC(=O)C=1C2=CC=CC=C2C(=C2C=CC=CC12)C(=O)NCC(CO)O)CO N,N'-di(2,3-dihydroxypropyl)-9,10-anthracenediamide